C(C)(C)(C)OC(NC(C(=O)NC)CC=CC1=CC=CC=C1)=O (1-(methylamino)-1-oxo-5-phenylpent-4-en-2-yl)carbamic acid tert-butyl ester